ClC=1C=C(C=C(C1)C1(CC1)S(=O)(=O)C)C=1N(N=C2[C@@H](N(CCC21)C(=O)C2=NN(C=N2)C=2C(NC=CC2)=O)C)C 3-[3-[(7S)-3-[3-chloro-5-(1-methylsulfonylcyclopropyl)phenyl]-2,7-dimethyl-5,7-dihydro-4H-pyrazolo[3,4-c]pyridine-6-carbonyl]-1,2,4-triazol-1-yl]-1H-pyridin-2-one